CC1(OB(OC1(C)C)C=1N=C(OC1)C(=O)OCC)C Ethyl 4-(4,4,5,5-tetramethyl-1,3,2-dioxaborolan-2-yl)oxazole-2-carboxylate